2-bromo-3,4-difluorobenzaldehyde BrC1=C(C=O)C=CC(=C1F)F